BrC1=CC=C(C=C1)C1=C(C(=NN1C1=C(C=C(C=C1)Cl)Cl)C(=O)NN)C 5-(4-Bromophenyl)-1-(2,4-Dichlorophenyl)-4-Methyl-1H-Pyrazole-3-Carbohydrazide